tert-butyl 4-(((1S,4S)-2-oxa-5-azabicyclo[2.2.1]hept-5-yl) methyl)-2,2-dimethylpiperidine-1-carboxylate [C@@H]12OC[C@@H](N(C1)CC1CC(N(CC1)C(=O)OC(C)(C)C)(C)C)C2